4-(4-Chloro-2,3-difluorophenyl)-1-((4aR,6R,7R,8R,8aR)-7-methoxy-2,2-dimethyl-6-((1-(tert-pentyl)-1H-1,2,3-triazol-4-yl)methyl)hexahydropyrano[3,2-d][1,3]dioxin-8-yl)-1H-1,2,3-triazole ClC1=C(C(=C(C=C1)C=1N=NN(C1)[C@@H]1[C@H]([C@H](O[C@H]2[C@@H]1OC(OC2)(C)C)CC=2N=NN(C2)C(C)(C)CC)OC)F)F